zinc p-hydroxyphenol OC1=CC=C(C=C1)O.[Zn]